bis[N,N'-bis(3-tolyl)amino]-3,3'-dimethylbiphenyl C1(=CC(=CC=C1)N(C=1C=C(C=CC1)C)C1=C(C(=C(C=C1)C1=CC(=CC=C1)C)N(C=1C=C(C=CC1)C)C=1C=C(C=CC1)C)C)C